4-[[2-[2-[Tert-butoxycarbonyl(2,2,2-trifluoroethyl)amino]-4-pyridyl]oxazole-4-carbonyl]amino]-1-(4-formylphenyl)pyrazole-3-carboxylic acid C(C)(C)(C)OC(=O)N(C1=NC=CC(=C1)C=1OC=C(N1)C(=O)NC=1C(=NN(C1)C1=CC=C(C=C1)C=O)C(=O)O)CC(F)(F)F